[Br-].C(CCCCCCC)[P+](CCO)(CCCCCCCC)CCCCCCCC tri-n-octyl(2-hydroxyethyl)phosphonium bromide